BrC1=CC=C(C=C1)C=1NC(C2=C(NC(C21)=O)C2=CC=C(C=C2)Br)=O 3,6-bis(4-bromophenyl)pyrrolo[3,4-c]pyrrole-1,4(2H,5H)-dione